COC=1C=C(C=CC1)C1=NN2C(=NC=3C=CC=CC3C2=N1)[C@](N)(C)C(=O)N 2-[2-(3-methoxyphenyl)[1,2,4]triazolo[1,5-c]quinazolin-5-yl]alaninamide